FC1=CC=C(OC[C@H]2N(C3CC([C@H]2C)C3)C(=O)C=3N=C(SC3C3=CC=CC=C3)C)C=C1 (3S,4R)-3-(4-Fluorophenoxymethyl)-4-methyl-2-(2-methyl-5-phenyl-1,3-thiazol-4-carbonyl)-2-azabicyclo[3.1.1]heptan